1-Ethyl 2-hydroxy-6-(trifluoromethyl)-3,4-dihydro-2H-pyran-5-carboxylate OC1OC(=C(CC1)C(=O)OCC)C(F)(F)F